NC1=NN(C=C1C(C)=O)C(C)C 1-(3-amino-1-isopropyl-1H-pyrazol-4-yl)ethan-1-one